tert.Butylperoxyneodecanoate C(C)(C)(C)OOC(CCCCCC(C)(C)C)=O